C(CCC)[Sn](/C=C/CCCCC(=O)OC)(CCCC)CCCC Methyl (E)-7-(tributylstannyl)hept-6-enoate